ClC1=C(C(=C(C=C1OC)OC)Cl)C1=NC(=C2C=C(N=CC2=C1)N[C@H]1[C@H](COC1)NC(C=C)=O)NCCNS(=O)(=O)C N-((3R,4S)-4-((7-(2,6-dichloro-3,5-dimethoxyphenyl)-5-((2-(methylsulfonamido)ethyl)amino)-2,6-naphthyridin-3-yl)amino)tetrahydrofuran-3-yl)acrylamide